bisaminopropyl-methylamine NCCCN(C)CCCN